C(#N)C1=C(C(=CC=C1)F)NC(=O)NCC1=C(C=C(C=C1)OC)OC 1-(2-Cyano-6-fluorophenyl)-3-(2,4-dimethoxybenzyl)urea